ClC=1N=NC(=C(C1C#N)C)Cl 3,6-dichloro-5-methylpyridazine-4-carbonitrile